S1C=NC2=C1C=C(C=C2)NC2=NC=NC1=CC(=CC(=C21)O[C@@H]2[C@H](CN(CC2)C)O)C=2C=NN(C2)C |r| rac-(3S,4S)-4-((4-(benzo[d]thiazol-6-ylamino)-7-(1-methyl-1H-pyrazol-4-yl)quinazolin-5-yl)oxy)-1-methylpiperidin-3-ol